N4,N4'-di([1,1'-biphenyl]-4-yl)-N4,N4'-bis(4'-methyl-[1,1'-biphenyl]-4-yl)-[1,1'-biphenyl]-4,4'-diamine C1(=CC=C(C=C1)N(C1=CC=C(C=C1)C1=CC=C(C=C1)N(C1=CC=C(C=C1)C1=CC=C(C=C1)C)C1=CC=C(C=C1)C1=CC=CC=C1)C1=CC=C(C=C1)C1=CC=C(C=C1)C)C1=CC=CC=C1